1-(2-aminobenzo[d]thiazol-6-yl)-3-(3-bromo-4-fluorophenyl)-1-[2-(2-oxopyrrolidin-1-yl)ethyl]urea NC=1SC2=C(N1)C=CC(=C2)N(C(=O)NC2=CC(=C(C=C2)F)Br)CCN2C(CCC2)=O